2-(6-tert-butylpyridin-3-yl)-4-oxo-4H-pyrido[1,2-a]pyrimidine-3-carbonitrile C(C)(C)(C)C1=CC=C(C=N1)C=1N=C2N(C(C1C#N)=O)C=CC=C2